N1=CC=CC2=C1C1=C(N2)C=CC=C1 benzopyrrolopyridine